(E)-5-(2-bromo-1-fluoroprop-1-en-1-yl)-2-(2',4'-dimethyl-[1,1'-biphenyl]-2-yl)-1-ethyl-1H-benzo[d]imidazole Br/C(=C(/F)\C1=CC2=C(N(C(=N2)C2=C(C=CC=C2)C2=C(C=C(C=C2)C)C)CC)C=C1)/C